[Si](C)(C)(C(C)(C)C)OCC(O)C1=NC=C(C=C1F)F 2-[tert-Butyl(dimethyl)silyl]oxy-1-(3,5-difluoro-2-pyridyl)ethanol